diboron sodium nitride [Na+].[Na+].[Na+].[N-3].[B].[B]